[(biphenylyl)phenyltriazinyl](phenyldibenzofuranyl)benzene tert-butyl-7-chloro-4-vinylbenzo[b]thiophene-3-carboxylate C(C)(C)(C)OC(=O)C=1C2=C(SC1)C(=CC=C2C=C)Cl.C2(=C(C=CC=C2)C2=C(C(=NN=N2)C2=C(C=CC=C2)C2=C(C=CC=1OC3=C(C12)C=CC=C3)C3=CC=CC=C3)C3=CC=CC=C3)C3=CC=CC=C3